Ethyl (S)-3-((benzyloxy)methyl)-6-bromo-2,3-dihydro-1H-imidazo[1,2-b]pyrazole-7-carboxylate C(C1=CC=CC=C1)OC[C@@H]1CNC=2N1N=C(C2C(=O)OCC)Br